[2-(tert-Butoxycarbonyl-methyl-amino)ethoxy]ethyl acetate C(C)(=O)OCCOCCN(C)C(=O)OC(C)(C)C